O=C1C2(CN(C2)C(=O)OCC2=CC=CC=C2)CC=C1 benzyl 5-oxo-2-azaspiro[3.4]oct-6-ene-2-carboxylate